C(C)OC(=O)C1=NN(C(=C1)O)C1=NC(=CC=C1)C 5-hydroxy-1-(6-methylpyridin-2-yl)-1H-pyrazole-3-carboxylic acid ethyl ester